C1(=CC=CC=C1)CC#CCCCC1=NOC(O1)=O 3-(6-Phenylhex-4-yn-1-yl)-1,4,2-dioxazol-5-one